C(CCC)/C(/C(=O)O[Si](CCCC)(CCCC)CCCC)=C\C(=O)[O-] tri-n-butylsilyl n-butylfumarate